CC1(N(C(N(C1=O)C1=CC(=C(C#N)C=C1)C(F)(F)F)=O)CCNC1=C2C=CC=NC2=C(C=C1)F)C 4-(4,4-dimethyl-2,5-dioxo-3-(2-(8-fluoroquinolin-5-ylamino)ethyl)imidazolin-1-yl)-2-(trifluoromethyl)benzonitrile